2-(2,5-difluorophenyl)-5-methyl-4H-1,2,4-triazol-3-one FC1=C(C=C(C=C1)F)N1N=C(NC1=O)C